7-(3-(N-methyl-1H-1,2,4-triazole-1-carboxamido)cyclopentyl)-2-(4-phenoxyphenyl)-4,5,6,7-tetrahydropyrazolo[1,5-a]pyrimidine-3-carboxamide CN(C(=O)N1N=CN=C1)C1CC(CC1)C1CCNC=2N1N=C(C2C(=O)N)C2=CC=C(C=C2)OC2=CC=CC=C2